(S)-4-nitrobenzene (tetrahydrofuran-3-yl)carbonate O1CC(CC1)OC(O)=O.[N+](=O)([O-])C1=CC=CC=C1